FC=1C=C(C=CC1)N1N=C(C=C(C1=O)C(=O)OC)C1=CC=C(C=C1)C methyl 2-(3-fluorophenyl)-6-(4-methylphenyl)-3-oxo-2,3-dihydropyridazine-4-carboxylate